FC1(CCN(CC1)CCCCCCC(=O)NC=1C=2C3=C(C(N(C3=CC1)C1C(NC(CC1)=O)=O)=O)C=CC2)F 7-(4,4-difluoropiperidin-1-yl)-N-(1-(2,6-dioxopiperidin-3-yl)-2-oxo-1,2-dihydrobenzo[cd]indol-6-yl)heptanamide